N1C(=NCC2=CC=CC=C12)SCCN1[C@H]2CO[C@@H](C1)C2 (1r,4r)-5-(2-((1,4-dihydroquinazolin-2-yl)thio)ethyl)-2-oxa-5-azabicyclo[2.2.1]heptane